N=1C=NN2C1C=C(C=C2)OC2=C(C(=C(C=C2)NC=2C1=C(N=CN2)C=C(C(=N1)OC1CCN(CC1)C(C=C)=O)OC)F)Cl 1-(4-((4-((4-([1,2,4]triazolo[1,5-a]pyridin-7-yloxy)-3-chloro-2-fluorophenyl)amino)-7-methoxypyrido[3,2-d]pyrimidin-6-yl)oxy)piperidin-1-yl)prop-2-en-1-one